glyceryl myristate distearate C(CCCCCCCCCCCCCCCCC)(=O)O.C(CCCCCCCCCCCCCCCCC)(=O)O.C(CCCCCCCCCCCCC)(=O)OCC(O)CO